3-[4-(4-amino-2,6-difluorophenoxy)-1-{[2-(trimethylsilyl)ethoxy]methyl}-1H-pyrrolo[2,3-b]pyridin-3-yl]oxetan-3-ol NC1=CC(=C(OC2=C3C(=NC=C2)N(C=C3C3(COC3)O)COCC[Si](C)(C)C)C(=C1)F)F